CC1=CN(C(=O)NC1=O)[C@H]2C[C@@H]([C@H](O2)COP(=S)(O)O[C@H]3C[C@@H](O[C@@H]3COP(=O)(O[C@H]4C[C@@H](O[C@@H]4COP(=S)(O)O[C@H]5C[C@@H](O[C@@H]5COP(=S)(O)O[C@H]6C[C@@H](O[C@@H]6CO)N7C=CC(=NC7=O)N)N8C=NC9=C8N=C(NC9=O)N)N1C=NC2=C1N=C(NC2=O)N)S)N1C=CC(=NC1=O)N)OP(=S)(O)OC[C@@H]1[C@H](C[C@@H](O1)N1C=CC(=NC1=O)N)OP(=S)(O)OC[C@@H]1[C@H](C[C@@H](O1)N1C=CC(=NC1=O)N)OP(=S)(O)OC[C@@H]1[C@H](C[C@@H](O1)N1C=NC2=C(N=CN=C21)N)OP(=S)(O)OC[C@@H]1[C@H](C[C@@H](O1)N1C=C(C(=O)NC1=O)C)OP(=S)(O)OC[C@@H]1[C@H](C[C@@H](O1)N1C=NC2=C1N=C(NC2=O)N)OP(=S)(O)OC[C@@H]1[C@H](C[C@@H](O1)N1C=C(C(=O)NC1=O)C)OP(=S)(O)OC[C@@H]1[C@H](C[C@@H](O1)N1C=NC2=C(N=CN=C21)N)OP(=S)(O)OC[C@@H]1[C@H](C[C@@H](O1)N1C=CC(=NC1=O)N)OP(=S)(O)OC[C@@H]1[C@H](C[C@@H](O1)N1C=NC2=C(N=CN=C21)N)OP(=S)(O)OC[C@@H]1[C@H](C[C@@H](O1)N1C=NC2=C1N=C(NC2=O)N)OP(=S)(O)OC[C@@H]1[C@H](C[C@@H](O1)N1C=CC(=NC1=O)N)OP(=S)(O)OC[C@@H]1[C@H](C[C@@H](O1)N1C=NC2=C(N=CN=C21)N)OP(=S)(O)OC[C@@H]1[C@H](C[C@@H](O1)N1C=C(C(=O)NC1=O)C)OP(=S)(O)OC[C@@H]1[C@H](C[C@@H](O1)N1C=NC2=C1N=C(NC2=O)N)OP(=S)(O)OC[C@@H]1[C@H](C[C@@H](O1)N1C=CC(=NC1=O)N)OP(=S)(O)OC[C@@H]1[C@H](C[C@@H](O1)N1C=NC2=C1N=C(NC2=O)N)OP(=S)(O)O The molecule is a phosphorothioate oligonucleotide consisting of six deoxyguanosine, seven deoxycytidine, four deoxyadenosine and four thymidine residues connected by 3'->5' phosphorothioate linkages in the sequence C-G-G-C-T-C-C-A-T-G-T-A-C-A-G-C-A-T-G-C-G. It has a role as an antigen and an antisense oligonucleotide.